Methyl (R)-3-(3-(5-(5-((6,7-difluoro-4-(hydroxymethyl)-1H-indol-5-yl)oxy)-2-fluorophenyl)-1-methyl-1H-1,2,4-triazole-3-carbonyl)phenyl)-2-methylpropanoate FC1=C(C(=C2C=CNC2=C1F)CO)OC=1C=CC(=C(C1)C1=NC(=NN1C)C(=O)C=1C=C(C=CC1)C[C@H](C(=O)OC)C)F